CC1=NC(=NC(=C1)NC)NC=1C=C(C2=C(CCO2)C1)C=1CCN(CC1)C(=O)OC(C)(C)C Tert-butyl 4-[5-{{4-methyl-6-(methylamino)pyrimidin-2-yl}amino}-2,3-dihydrobenzo-furan-7-yl]-3,6-dihydro-2H-pyridine-1-carboxylate